C#COC (S)-oxabutyne